2-(5-{[(1S,2S,3R,5R)-2-fluoro-8-azabicyclo[3.2.1]octan-3-yl](methyl)amino}pyrazin-2-yl)-5-{[1,2,4]triazolo[4,3-a]pyridin-3-yl}phenol F[C@H]1[C@@H]2CC[C@H](C[C@H]1N(C=1N=CC(=NC1)C1=C(C=C(C=C1)C1=NN=C3N1C=CC=C3)O)C)N2